CYCLOPROPYL-2,2'-BIPYRIMIDINYL C1(CC1)C1=NC(=NC=C1)C1=NC=CC=N1